methyl 4-[5-(3,5-dichloro-phenyl)-5-trifluoromethyl-4,5-dihydro-isoxazol-3-yl]-2-methyl-benzoate ClC=1C=C(C=C(C1)Cl)C1(CC(=NO1)C1=CC(=C(C(=O)OC)C=C1)C)C(F)(F)F